CN1CCC(CC1)C(=O)Cl 1-methyl-piperidin-4-carbonyl chloride